5-iodo-7-(pyrrolidin-3-yl)pyrrolo[2,1-f][1,2,4]triazin-4-amine IC=1C=C(N2N=CN=C(C21)N)C2CNCC2